(Z)-4-methyl-5-((3-methyloxetan-3-yl)oxy)pent-2-enoic acid CC(\C=C/C(=O)O)COC1(COC1)C